COCC[C@@H]1[C@@H]2C([C@H](C[C@H]1CO)C2)(C)C ((1R,2R,3R,5S)-2-(2-methoxyethyl)-6,6-dimethylbicyclo[3.1.1]heptan-3-yl)methanol